N[C@H](C(=O)NC=1C=NN(C1)C(COC)C=1C(=NC=C(C1)F)OC)C(C1CC1)C1CC1 (2S)-2-amino-3,3-dicyclopropyl-N-[1-[1-(5-fluoro-2-methoxy-3-pyridyl)-2-methoxy-ethyl]pyrazol-4-yl]propanamide